C(#C)C=1C(=CC=C2C=C(C=C(C12)C=1C(=C2C(=C(N=C(C2=CN1)N1CC2CCC(C1)N2C(=O)OC(C)(C)C)C2(COC2)O)C)F)OCOC)F tert-butyl 3-[6-[8-ethynyl-7-fluoro-3-(methoxymethoxy)-1-naphthyl]-5-fluoro-3-(3-hydroxyoxetan-3-yl)-4-methyl-2,7-naphthyridin-1-yl]-3,8-diazabicyclo[3.2.1]octane-8-carboxylate